C(CCC)NCCN N-n-Butylethylenediamine